CS(=O)CC1=C(C=CC(=C1)[N+](=O)[O-])C1(CC1)N 1-(2-((methylsulfinyl)methyl)-4-nitrophenyl)cyclopropan-1-amine